2-(3-Acrylamido-4-dimethylamino-6-methoxyphenylamino)-4-(1-methylindol-3-yl)pyrazolo[1,5-a][1,3,5]Triazine C(C=C)(=O)NC=1C=C(C(=CC1N(C)C)OC)NC1=NC=2N(C(=N1)C1=CN(C3=CC=CC=C13)C)N=CC2